C(C)(C)NC(OC1(CCCC1)C=1NN=C(C1)NC(COC1=C(C(=CC(=C1)OC)O)C=O)=O)=O 5-[2-(2-formyl-3-hydroxy-5-methoxyphenoxy)acetamido]-2H-pyrazol-3-ylcyclopentyl N-isopropylcarbamate